Cl.[N+](=O)([O-])C=1C=C(C=C(C1)C(F)(F)F)C(C)N 1-(3-nitro-5-(trifluoromethyl)phenyl)ethylamine hydrochloride